2-[1-(4-methoxyphenyl)vinyl]pyridine COC1=CC=C(C=C1)C(=C)C1=NC=CC=C1